C(C)N(C(=O)NC(C#C)CCC(F)(F)F)[C@H](C)C1=CC(=CC=C1)C=1N=C(C=2N(C1)C=CN2)OC 1-ethyl-1-((R)-1-(3-(8-methoxyimidazo[1,2-a]pyrazin-6-yl)phenyl)ethyl)-3-(6,6,6-trifluorohex-1-yn-3-yl)urea